3-(4-bromophenyl)-5-(2-(difluoromethoxy)-6-fluorophenyl)-1-(2,4-dimethoxybenzyl)-1H-pyrazolo[4,3-c]pyridazin-6(5H)-one BrC1=CC=C(C=C1)C1=NN(C=2C1=NN(C(C2)=O)C2=C(C=CC=C2F)OC(F)F)CC2=C(C=C(C=C2)OC)OC